4-(ethylsulfonylamino)phenylboric acid C(C)S(=O)(=O)NC1=CC=C(C=C1)OB(O)O